1-(5-oxo-hexyl)-3,7-dimethylpurine-2,6-dione O=C(CCCCN1C(N(C=2N=CN(C2C1=O)C)C)=O)C